ClC1=CC(=NN1CC(=O)NC=1C=NC(=C(C1)F)N1C=NC(=C1)[C@@]1(NCCOC1)C)C(F)(F)F (S)-2-(5-chloro-3-(trifluoromethyl)-1H-pyrazol-1-yl)-N-(5-fluoro-6-(4-(3-methylmorpholin-3-yl)-1H-imidazol-1-yl)pyridin-3-yl)acetamide